C(C)(C)(C)C1[C@@H]([C@@H](N2CCC=C12)C1=C(C=CC=C1)OCOC)CO (2S,3R,7aR)-tert-butyl-2-(hydroxymethyl)-3-(2-(methoxymethoxy)phenyl)tetrahydro-1H-pyrrolizine